BrC1=CC=C2C(=N1)C1(CN2C2=CC(=C(C=C2)F)F)CCCC1 5'-bromo-1'-(3,4-difluorophenyl)-1',2'-dihydrospiro[cyclopentane-1,3'-pyrrolo[3,2-b]pyridine]